FC1(C(CN(CC1)[C@H](C(=O)NC=1SC2=C(N1)C=C1C(=C2)OC(O1)(F)F)C)C=1C=NC(=C(C1)CO)OC)F (2S)-2-(4,4-difluoro-3-(5-(hydroxymethyl)-6-methoxypyridin-3-yl)piperidin-1-yl)-N-(2,2-difluoro-[1,3]dioxolo[4',5':4,5]benzo[1,2-d]thiazol-6-yl)propanamide